C(#N)C1=C(C=CC=C1)[C@H]([C@H](C)C=1N(C(C(=C(N1)C(=O)NC=1C=NOC1)O)=O)C)C=1C=NN(C1)CC(C)(C)OC 2-((1s,2s)-1-(2-cyanophenyl)-1-(1-(2-methoxy-2-methylpropyl)-1H-pyrazol-4-yl)propan-2-yl)-5-hydroxy-N-(isoxazol-4-yl)-1-methyl-6-oxo-1,6-dihydropyrimidine-4-carboxamide